1-butyl-2,3-dimethyl-imidazole hexafluorophosphate F[P-](F)(F)(F)(F)F.C(CCC)N1C(N(C=C1)C)C